7-(pyrrolidin-1-yl)-N-(1-(3,4,5-trimethoxyphenyl)-1H-imidazol-4-yl)thiazolo[5,4-d]pyrimidin-5-amine N1(CCCC1)C=1C2=C(N=C(N1)NC=1N=CN(C1)C1=CC(=C(C(=C1)OC)OC)OC)SC=N2